Ethyl rac-3-(2-chloro-3-fluoro-6-((2-(trimethylsilyl)ethoxy)methoxy)phenyl)-4-nitrobutyrate ClC1=C(C(=CC=C1F)OCOCC[Si](C)(C)C)[C@@H](CC(=O)OCC)C[N+](=O)[O-] |r|